2,7-dihydro-1,3-oxazepine O1CN=CC=CC1